(dimethyl)aminosilane CN(C)[SiH3]